3-(propan-2-yl)-1H-indole CC(C)C1=CNC2=CC=CC=C12